(7,8-dichloro-2-((2-sulfamoylethyl)amino)quinolin-4-yl)glycine ClC1=CC=C2C(=CC(=NC2=C1Cl)NCCS(N)(=O)=O)NCC(=O)O